C(C)OC(=O)C1CC(C1)OC(=S)SC.C(NC(=O)C=1N=NC=CC1NC1=C(C=C2C(=N1)NCC2)S(=O)(=O)C)([2H])([2H])[2H] N-(methyl-d3)-4-((5-(methylsulfonyl)-2,3-dihydro-1H-pyrrolo[2,3-b]pyridin-6-yl)amino)pyridazine-3-carboxamide ethyl-3-[(methylthio)thioxomethoxy]cyclobutanecarboxylate